3-chloro-N-[(2,4-dimethoxyphenyl)methyl]-2,6-difluoro-N-(6-fluoro-2-pyridyl)-4-[3-(hydroxymethyl)-3-methyl-pyrrolidin-1-yl]benzenesulfonamide ClC=1C(=C(C(=CC1N1CC(CC1)(C)CO)F)S(=O)(=O)N(C1=NC(=CC=C1)F)CC1=C(C=C(C=C1)OC)OC)F